COC=1C=C(C=CC1)C1C(CCCC1)=O 2-(3-methoxyphenyl)cyclohexanone